C(N)(=N)C=1C=C(SC1)CNC(=O)[C@H]1N([C@H]2C[C@]2(C1)C)C(CNC(CCCOC1=CC=C(C=C1)C1(COC1)C)=O)=O (1S,3S,5S)-N-((4-carbamimidoylthiophen-2-yl)methyl)-5-methyl-2-((4-(4-(3-methyloxetan-3-yl)phenoxy)butanoyl)glycyl)-2-azabicyclo[3.1.0]hexane-3-carboxamide